IC=1C2=C(N(C3=C(N1)C=CC=C3C)C)C=CC=C2 11-iodo-5,6-dimethyl-5H-dibenzo[b,e][1,4]diazepine